N-[(3R)-1-(4-{[(1R)-1-(4-fluoro-3-methylphenyl)ethyl]amino}-2-methylpyrido[3,4-d]pyrimidin-6-yl)pyrrolidin-3-yl]acetamide FC1=C(C=C(C=C1)[C@@H](C)NC=1C2=C(N=C(N1)C)C=NC(=C2)N2C[C@@H](CC2)NC(C)=O)C